CC1=NN2C(N=C(C=C2N(CC2=CC=C(C=C2)C2=CC=NC=C2)CCC)C)=C1C=1C(=CC(=NC1)N(C)C)C 5-{2,5-dimethyl-7-[propyl({[4-(pyridin-4-yl)phenyl]methyl})amino]pyrazolo[1,5-a]pyrimidin-3-yl}-N,N,4-trimethylpyridin-2-amine